COC1=CC(=C2C=CC(=NC2=C1)C)C1(CC1)NC(C1=C(C=CC(=C1)OC[C@H]1N(CC1)C([2H])([2H])[2H])C)=O (S)-N-(1-(7-Methoxy-2-methylquinolin-5-yl)cyclopropyl)-2-methyl-5-((1-(methyl-d3)azetidin-2-yl)methoxy)benzamide